CN1C(=NC=C1)CCCNC(=O)C1=NN2C(N=C(C=C2C2=CC=CC=C2)C2=CC=CC=C2)=C1 N-(3-(1-Methyl-1H-imidazol-2-yl)propyl)-5,7-diphenylpyrazolo[1,5-a]pyrimidine-2-carboxamide